3-(fluoromethoxy)-N-methyl-4-(prop-2-yn-1-ylamino)benzamide FCOC=1C=C(C(=O)NC)C=CC1NCC#C